O1C(CC1)CC1=C2C(NC(C2=CC=C1)=O)=O oxetanylmethyl-isoindole-1,3-dione